benzyl 6-[3-[(2-methylpropan-2-yl)oxy]-3-oxoprop-1-en-2-yl]-3,4-dihydro-1H-isoquinoline-2-carboxylate CC(C)(C)OC(C(=C)C=1C=C2CCN(CC2=CC1)C(=O)OCC1=CC=CC=C1)=O